N1(CCC1)C1=CN(C=2N=CN=C(C21)N2[C@H](CN[C@@H](C2)C)C)C=2C=C(C#N)C=CN2 2-(5-(Azetidin-1-yl)-4-((2S,5R)-2,5-dimethylpiperazin-1-yl)-7H-pyrrolo[2,3-d]pyrimidin-7-yl)isonicotinonitrile